C(C)(=O)O[C@@H]1[C@@H](OC2=C(C=C(C=C2)Br)Cl)O[C@@H]([C@H]([C@@H]1OC(C)=O)OC(C)=O)COC(C)=O 4-bromo-2-chlorophenyl 2,3,4,6-tetra-O-acetyl-α-D-mannopyranoside